N-((5-(2-((4-methylphthalazin-1-yl)thio)acetyl)thiophen-2-yl)methyl)pivalamide CC1=NN=C(C2=CC=CC=C12)SCC(=O)C1=CC=C(S1)CNC(C(C)(C)C)=O